2,4-di-methyl-6-tert.-Butyl-phenol CC1=C(C(=CC(=C1)C)C(C)(C)C)O